(2-(4-(8-methoxy-6-methyl-4-oxo-4,5-dihydrothiazolo[5,4-c]quinolin-9-yl)phenyl)cyclopentyl)carbamic acid tert-butyl ester C(C)(C)(C)OC(NC1C(CCC1)C1=CC=C(C=C1)C=1C=2C3=C(C(NC2C(=CC1OC)C)=O)SC=N3)=O